[5-[(1R)-1-(3,5-dichloro-4-pyridinyl)ethoxy]-6-fluoro-1H-indazol-3-yl]-2-(6,6-dioxo-6λ6-thia-2-azaspiro[3.5]non-2-yl)pyridine-3-carbonitrile ClC=1C=NC=C(C1[C@@H](C)OC=1C=C2C(=NNC2=CC1F)C1=C(C(=NC=C1)N1CC2(C1)CS(CCC2)(=O)=O)C#N)Cl